OC1=C(C=C(C=C1C)C(C)(C)C1=CC=C(C=C1)C(C)(C1=CC(=C(C=C1)O)C)C1=CC(=C(C=C1)O)C)C 4,4'-(1-{4-[1-(4-hydroxy-3,5-dimethylphenyl)-1-methylethyl]phenyl}ethylidene)bis(2-methylphenol)